FC=1C(=NC=CC1)C=1C(=NC(=CC1)C)C(=O)N1[C@@H]2[C@@H](C[C@H](C1)CC2)OC2=NC=C(C=C2)C(F)(F)F (3-fluoro-6'-methyl-[2,3'-bipyridin]-2'-yl)((1S,4R,6R)-6-((5-(trifluoromethyl)pyridin-2-yl)oxy)-2-azabicyclo[2.2.2]oct-2-yl)methanone